C(C)OC[C@@H](C(=O)OC)O (S)-methyl 3-ethoxy-2-hydroxypropionate